1-(3-fluoropyridin-4-yl)-6-methyl-2-oxopyridine-3-carboxamide FC=1C=NC=CC1N1C(C(=CC=C1C)C(=O)N)=O